The molecule is the (S)-enantiomer of 3-(indol-3-yl)-2-oxobutyric acid. It is a conjugate acid of a (S)-3-(indol-3-yl)-2-oxobutyrate. It is an enantiomer of a (R)-3-(indol-3-yl)-2-oxobutyric acid. C[C@@H](C1=CNC2=CC=CC=C21)C(=O)C(=O)O